FC1(CCN(CC1)C1=NC(=CC(=N1)C=1OC(=NN1)C1=C(C=C(C=C1)CS(=O)(=O)C)N1CCC2(CC2)CC1)C)F 2-(2-(4,4-Difluoropiperidin-1-yl)-6-methylpyrimidin-4-yl)-5-(4-((methylsulfonyl)methyl)-2-(6-azaspiro[2.5]octan-6-yl)phenyl)-1,3,4-oxadiazole